5-((3S,5S)-4-(tert-butoxycarbonyl)-3,5-dimethylpiperazin-1-yl)-2-(2-methoxyethoxy)quinazoline-8-carboxylic acid C(C)(C)(C)OC(=O)N1[C@H](CN(C[C@@H]1C)C1=C2C=NC(=NC2=C(C=C1)C(=O)O)OCCOC)C